ClC=1C=C2C=C(C=NC2=C(C1)F)C#N 6-chloro-8-fluoroquinoline-3-carbonitrile